(3R,4R)-3-((8-(4-(trifluoromethyl)phenyl)pyrido[3,4-b]pyrazin-5-yl)amino)tetrahydro-2H-pyran-4-ol FC(C1=CC=C(C=C1)C1=CN=C(C2=NC=CN=C21)N[C@@H]2COCC[C@H]2O)(F)F